2-Chloro-6-(5-methyltetrahydrofuran-2-ylmethylamino)-9-(tetrahydrofuran-2-yl)purin ClC1=NC(=C2N=CN(C2=N1)C1OCCC1)NCC1OC(CC1)C